CC1=NC=CC(=N1)NC1=NC=CC(=N1)C1=CC=C2CN(C(C2=C1)=O)C(C(=O)N)C 2-(6-{2-[(2-methylpyrimidin-4-yl)amino]pyrimidin-4-yl}-1-oxo-2,3-dihydro-1H-isoindol-2-yl)propanamide